CC1=C(C(=CC=C1)C1=CC=CC=C1)C(=O)O methylbiphenyl-2-carboxylic acid